FC1=CC(=C(C=C1)NC(=O)C=1COC2=C(C1)C=CC=C2)C N-(4-fluoro-2-methylphenyl)-2H-benzopyran-3-carboxamide